FC1=C(C(=CC=C1)OC)C1=NC=CC2=C1CN(C2=O)C2=NC(=C(C=C2)N2CCN(CC2)C)N[C@H]2[C@H](CCC2)O 4-(2-fluoro-6-methoxyphenyl)-2-(6-(((1r,2s)-2-hydroxycyclopentyl)amino)-5-(4-methylpiperazin-1-yl)pyridin-2-yl)-2,3-dihydro-1H-pyrrolo[3,4-c]pyridin-1-one